2,2-dimethylpropanimidamide CC(C(N)=N)(C)C